S1C(=CC=C1)C1=CC=C(C=C1)N1CCCC1 1-(4-(thien-2-yl)phenyl)pyrrolidine